tert-butyl N-[(1R)-2-[4-[[3-[1-(2,6-dioxo-3-piperidyl)-4-fluoro-3-methyl-2-oxo-benzimidazol-5-yl]azetidin-1-yl]methyl]cyclohexoxy]-1-methyl-ethyl]carbamate O=C1NC(CCC1N1C(N(C2=C1C=CC(=C2F)C2CN(C2)CC2CCC(CC2)OC[C@@H](C)NC(OC(C)(C)C)=O)C)=O)=O